N'-(2-chloro-5-fluoro-phenyl)-4-(cyclopentylamino)-6-(1H-pyrazol-4-yl)pyrrolo[1,2-b]pyridazine-3-carboxamidine ClC1=C(C=C(C=C1)F)N=C(N)C1=C(C=2N(N=C1)C=C(C2)C=2C=NNC2)NC2CCCC2